O1C(CCCC1)OC1=C(C(=CC=C1)OC(C)C)C(\C=C\C1=CC=CC=C1)=O (E)-1-[2-(Oxan-2-yloxy)-6-propan-2-yloxyphenyl]-3-phenylprop-2-en-1-one